C(#N)C1=CC=C(C=C1)C12CCC(CC2C1)OC[C@@H]1N([C@@H](C[C@@H]1NS(N(C)C)(=O)=O)C)C(=O)OC methyl (2R,3S,5R)-2-(((6-(4-cyanophenyl)bicyclo[4.1.0]heptan-3-yl)oxy)methyl)-3-((N,N-dimethylsulfamoyl)amino)-5-methylpyrrolidine-1-carboxylate